F[C@@H]1[C@H](CNCC1)NC1=CC=CC(=N1)C1=CN=C2N1C=C(N=C2)C(C)(C)O 2-(3-(6-(((3S,4S)-4-fluoropiperidin-3-yl)amino)pyridin-2-yl)imidazo[1,2-a]pyrazin-6-yl)propan-2-ol